(E)-1-methyl-6-(trifluoromethyl)-1H-pyrimidine-2,4-dione CN1C(NC(C=C1C(F)(F)F)=O)=O